CS(=O)(=O)OCC1=NC=C(C(=C1)F)NC1C(NC(CC1)=O)=O (5-((2,6-dioxopiperidin-3-yl)amino)-4-fluoropyridin-2-yl)methyl methanesulfonate